C(C=C)OCC(=O)OC(C)(C)C tert-butyl 2-allyloxyacetate